OCCN(CC(=O)O)CC(=O)O.[Na].[Na] disodium N-(2-hydroxyethyl)iminodiacetic acid